[Cl-].C1(=CC=CC=C1)C=1N=C(OC1C1=CC=CC=C1)CC[NH2+]C 2-(4,5-diphenyloxazol-2-yl)ethyl-methylammonium chloride